Di-isopropylnaphthalin C(C)(C)C1=C(C2=CC=CC=C2C=C1)C(C)C